[4-(nitrooxy)]butyl 1-(3-cyano-1-isopropyl-1H-indol-5-yl)-1H-pyrazole-4-carboxylate C(#N)C1=CN(C2=CC=C(C=C12)N1N=CC(=C1)C(=O)OCCCCO[N+](=O)[O-])C(C)C